1,4-Dioxacyclohexadecane O1CCOCCCCCCCCCCCC1